4-(1-Aminoethyl)-6,7-difluoro-2H-isoquinolin-1-one hydrochloride Cl.NC(C)C1=CNC(C2=CC(=C(C=C12)F)F)=O